C(C)(=O)OCCC1=CC=CC2=C1O[C@H](CN2C)C=2C=C(C1=C(C(=C(O1)[2H])[2H])C2)C2=C(C(=CC=C2)CN)F (S)-2-(2-(7-(3-(aminomethyl)-2-fluorophenyl)benzofuran-5-yl-2,3-d2)-4-methyl-3,4-Dihydro-2H-benzo[b][1,4]oxazin-8-yl)ethyl acetate